tert-butyl N-[5-[2-amino-7-[3-[3-(hydroxymethyl)azetidin-1-yl]sulfonylphenyl]-3-pentyl-5-quinolyl]pent-4-ynyl]carbamate NC1=NC2=CC(=CC(=C2C=C1CCCCC)C#CCCCNC(OC(C)(C)C)=O)C1=CC(=CC=C1)S(=O)(=O)N1CC(C1)CO